O1CCN(CC1)C1=NC2=CC=CC=C2C=C1 2-morpholinoquinoline